FC=1C=C(C=C2CCC(C12)(C)C)NC(=O)[C@@H]1N(CCC2=CC(=CC=C12)OC)C(CC1=CC(=NO1)O)=O (1R)-N-(7-fluoro-1,1-dimethyl-2,3-dihydro-1H-inden-5-yl)-2-((3-hydroxy-1,2-oxazol-5-yl)acetyl)-6-methoxy-1,2,3,4-tetrahydroisoquinoline-1-carboxamide